(3R,5R,8R,9R,10S,13S,14S,15R,E)-17-Ethylidene-3,13,15-trimethylhexadecahydro-1H-cyclopenta[a]phenanthren-3-ol C(/C)=C\1/C[C@H]([C@H]2[C@@H]3CC[C@@H]4C[C@@](CC[C@@H]4[C@H]3CC[C@]12C)(O)C)C